ClC=1C=C(C=2C[C@H](CC2C1)NC=1N=CC2=C(N1)CNC2=O)C#N (S)-6-chloro-2-((5-oxo-6,7-dihydro-5H-pyrrolo[3,4-d]pyrimidin-2-yl)amino)-2,3-dihydro-1H-indene-4-carbonitrile